FC(C=1SC=C(N1)N1CCN(CC1)S(=O)(=O)C1=CC=C(C=C1)C1=C(C(=O)N)C=CC=C1)(F)F (4-((4-(2-(trifluoromethyl)thiazol-4-yl)piperazin-1-yl)sulfonyl)phenyl)benzamide